C(C)(C)(C)OC(=O)NCCC1=CC2=C(N(C(=N2)CNC(OCC2=CC=CC=C2)=O)COCC[Si](C)(C)C)C=C1 benzyl [(5-{2-[(tert-butoxycarbonyl)amino]ethyl}-1-{[2-(trimethylsilyl)ethoxy]methyl}-1H-benzimidazol-2-yl)methyl]carbamate